9(10H)-acridone C1=CC=CC=2NC3=CC=CC=C3C(C12)=O